Cl.Cl.C(C)(=O)N acetamide dihydrochloride